C1(CC1)[Bi](S[Bi](C1CC1)(C1CC1)(C1CC1)C1CC1)(C1CC1)(C1CC1)C1CC1 tetracyclopropyl-λ5-bismuthanylsulfanyl(tetracyclopropyl)-λ5-bismuthane